1-Methylpiperidin-4-yl carbonochloridate HCl salt Cl.C(OC1CCN(CC1)C)(=O)Cl